C(CC[C@@H](C(=O)O)NC(=O)C1=CC=C(NCC2CNC=3N=C(N)NC(=O)C3N2)C=C1)(=O)[O-] 5,6,7,8-Tetrahydrofolat